(R)-tert-butyl 3-methyl-11-oxo-3,4,8,9,10,11-hexahydro-1H-pyrido[4',3':3,4]pyrazolo[1,5-a]azepine-2(7H)-carboxylate C[C@@H]1CC2=NN3C(C(CCCC3)=O)=C2CN1C(=O)OC(C)(C)C